C(C(=C)C)(=O)OCCC[Si](O[Si](CC)(CC)CC)(CC)CC 3-Methacryloxy-propylpentaethyldisiloxan